COC(CC1=CC=CC=C1)OC (2,2-Dimethoxyethyl)benzene